COCC1=CC=CC(=N1)CN1N=NC(=C1)C1=C2C(=NC(=C1)C=1C(=C(C#N)C=CC1)C)NC=N2 3-(7-(1-((6-(methoxymethyl)pyridin-2-yl)methyl)-1H-1,2,3-triazol-4-yl)-3H-imidazo[4,5-b]pyridin-5-yl)-2-methylbenzonitrile